C(=O)C1CCN(CC1)C1=NOC(=C1)[C@H](C(=O)N1[C@@H](C[C@H](C1)O)C(=O)N[C@@H](C)C1=CC=C(C=C1)C1=C(N=CS1)C)C(C)C (2S,4R)-1-[(2R)-2-[3-(4-formyl-1-piperidyl)isoxazol-5-yl]-3-methyl-butanoyl]-4-hydroxy-N-[(1S)-1-[4-(4-methylthiazol-5-yl)phenyl]ethyl]pyrrolidine-2-carboxamide